6-(4-chloro-2-fluorophenyl)-N-(1-hydroxypropan-2-yl)-3-oxo-2-(pyridin-3-yl)-2,3-dihydropyridazine-4-carboxamide ClC1=CC(=C(C=C1)C=1C=C(C(N(N1)C=1C=NC=CC1)=O)C(=O)NC(CO)C)F